6-(benzofuran-4-yl)-N-(1H-indol-3-yl)-3,4-dihydroisoquinoline-2(1H)-carboxamide O1C=CC2=C1C=CC=C2C=2C=C1CCN(CC1=CC2)C(=O)NC2=CNC1=CC=CC=C21